(3R,6S)-N-((4-carbamimidoylthiophen-2-yl)methyl)-1,1-difluoro-5-((4-phenoxybutanoyl)glycyl)-5-azaspiro[2.4]heptane-6-carboxamide C(N)(=N)C=1C=C(SC1)CNC(=O)[C@H]1N(C[C@]2(CC2(F)F)C1)C(CNC(CCCOC1=CC=CC=C1)=O)=O